C=C(C=C(CCCCCCC)N)N Undecane-1,3-diene-2,4-diamine